tin pentanoate C(CCCC)(=O)[O-].[Sn+4].C(CCCC)(=O)[O-].C(CCCC)(=O)[O-].C(CCCC)(=O)[O-]